[O-2].[O-2].[Ce+3].[Ag+] Silver-cerium dioxide